butane-diol dimethacrylate C(C(=C)C)(=O)OC(CCC)OC(C(=C)C)=O